2-chloro-5-bromo-1,3-diiodobenzene ClC1=C(C=C(C=C1I)Br)I